2-(4-chloro-6-oxo-pyridazin-1-yl)-N-[4-methyl-3-[2-(4-methylsulfonylphenyl)ethylsulfamoyl]phenyl]acetamide ClC=1C=NN(C(C1)=O)CC(=O)NC1=CC(=C(C=C1)C)S(NCCC1=CC=C(C=C1)S(=O)(=O)C)(=O)=O